C(#N)C=1C=C(C(=O)NCCC(=O)NC=2SC(=C(N2)C)C(=O)OCCC)C=C(C1)C(F)(F)F Propyl 2-[3-[[3-cyano-5-(trifluoromethyl)benzoyl]amino]propanoyl-amino]-4-methyl-thiazole-5-carboxylate